Methyl 3-(di(tert-butoxycarbonyl)amino)-6-(2,2,2-trifluoroethyl)pyrazine-2-carboxylate C(C)(C)(C)OC(=O)N(C=1C(=NC(=CN1)CC(F)(F)F)C(=O)OC)C(=O)OC(C)(C)C